CC1=C(C=CC=C1B1OC(C(O1)(C)C)(C)C)NC(=O)C1=NN2C(C(CCC2)N2CCC(CC2)C(=O)OC)=C1 methyl 1-[2-[[2-methyl-3-(4,4,5,5-tetramethyl-1,3,2-dioxaborolan-2-yl)phenyl]carbamoyl]-4,5,6,7-tetrahydropyrazolo[1,5-a]pyridin-4-yl]piperidine-4-carboxylate